4-(((6-(1-(tert-butoxycarbonyl)piperidin-4-yl)pyridin-2-yl)oxy)methyl)-3-ethoxybenzoic acid C(C)(C)(C)OC(=O)N1CCC(CC1)C1=CC=CC(=N1)OCC1=C(C=C(C(=O)O)C=C1)OCC